7-((1,3-dimethyl-1H-pyrazol-5-yl)amino)-3-((3-isopropoxy-3-oxopropyl)amino)benzo[e][1,2,4]triazine-1,4-dioxide CN1N=C(C=C1NC1=CC2=C([N+](=C(N=[N+]2[O-])NCCC(=O)OC(C)C)[O-])C=C1)C